tri-t-butyl-p-cresol C(C)(C)(C)C(C=1C=CC(=CC1)O)(C(C)(C)C)C(C)(C)C